C(C)(C)(C)OOC1(CCCCC1)OOC(C)(C)C Di(t-butylperoxy)cyclohexane